C[C@H]1N(CCN(C1=O)C)CCCC1=CC(=C(C=C1)NC(NCC(=O)NC1=CC=C(C=C1)N[C@@H]1C[C@@H](N(C2=CC=CC=C12)C(CC)=O)C)=O)F 2-(3-(4-(3-((R)-2,4-dimethyl-3-oxopiperazin-1-yl)propyl)-2-fluorophenyl)ureido)-N-(4-(((2S,4R)-2-methyl-1-propionyl-1,2,3,4-tetrahydroquinolin-4-yl)amino)phenyl)acetamide